1,1-diethyl-cyclopropane C(C)C1(CC1)CC